6-amino-9-benzyl-7-(4-methylpiperazine-1-carbonyl)-2-(propylsulfonylimino)purin-8-one NC1=C2N(C(N(C2=NC(N1)=NS(=O)(=O)CCC)CC1=CC=CC=C1)=O)C(=O)N1CCN(CC1)C